sodium chloroacrylate C=C(C(=O)[O-])Cl.[Na+]